6-(methoxymethyl)-9H-pyrimido[4,5-b]indol-4-amine COCC=1C=C2C3=C(NC2=CC1)N=CN=C3N